N,N'-di-tert-butoxycarbonyl-1H-pyrazole-1-formamidine C(C)(C)(C)OC(=O)NC(=NC(=O)OC(C)(C)C)N1N=CC=C1